tert-butyl 2-{[4-(trifluoromethyl)pyridin-2-yl]methyl}-2,7-diazaspiro[3.5]nonane-7-carboxylate FC(C1=CC(=NC=C1)CN1CC2(C1)CCN(CC2)C(=O)OC(C)(C)C)(F)F